S1N=NC2=C1C=CC(=C2)COC=2C=C1C(=CC(=NC1=CC2)C(=O)N2CCC(CC2)(C#N)C2=CC=CC=C2)C(=O)N2CCCCC2 1-(6-(benzo[d][1,2,3]thiadiazol-5-ylmethoxy)-4-(piperidine-1-carbonyl)quinoline-2-carbonyl)-4-phenylpiperidine-4-carbonitrile